magnesium-iron-manganese-cobalt [Co].[Mn].[Fe].[Mg]